C(C)(C)(C)OC(=O)N[C@H](C(=O)N1N[C@@H](CCC1)C(=O)OC)CC1=CC(=CC=C1)B1OC(C(O1)(C)C)(C)C methyl (S)-1-((S)-2-((tert-butoxycarbonyl)amino)-3-(3-(4,4,5,5-tetramethyl-1,3,2-dioxaborolan-2-yl)phenyl)propanoyl)hexahydropyridazine-3-carboxylate